CC1=CC=C(C=C1)S(=O)(=O)OC=1C2=C(N=C(N1)N)C=C(C=N2)Br 2-Amino-7-bromopyrido[3,2-d]pyrimidin-4-yl 4-methylbenzenesulfonate